C(OCCC(=CBr)Br)([O-])=O 2,3-dibromo-2-propenylmethyl carbonate